rhodium(I) hexafluoroantimonate F[Sb-](F)(F)(F)(F)F.[Rh+]